FC1=CN=C(C2=CC=CC(=C12)S(=O)(=O)N1C(CNCCC1)C)O 4-fluoro-5-((2-methyl-1,4-diazacycloheptan-1-yl)sulfonyl)isoquinolin-1-ol